(3S,4R)-4-(2,6-difluoro-4-methoxyphenyl)-3-({5-[4-(propan-2-yloxy)phenyl]-1,3,4-oxadiazol-2-yl}amino)pyrrolidin-2-one FC1=C(C(=CC(=C1)OC)F)[C@H]1[C@@H](C(NC1)=O)NC=1OC(=NN1)C1=CC=C(C=C1)OC(C)C